BrC=1C=C(C=CC1)C1(CC2(CN(C2)CC(F)(F)F)C1)C1=NN=CN1C 6-(3-bromophenyl)-6-(4-methyl-4H-1,2,4-triazol-3-yl)-2-(2,2,2-trifluoroethyl)-2-azaspiro[3.3]heptane